N1(CCCCC1)C(=O)OC#CC=1C(=NC(=CC1)N)C(C)(C)C tert-butyl-((6-aminopyridin-3-yl) ethynyl) piperidine-1-carboxylate